BrC1=CN=C2N1C=C(N=C2)I 3-bromo-6-iodoimidazo[1,2-a]pyrazine